C=CC(C)=CCC=C(C)C beta-Ocimene